C(C)C1CC2CN3C1C(C=1NC4=CC=C(C=C4C1CC3=S)OC)C2 7-ethyl-2-methoxy-5,6,6a,7,8,9,10,13-octahydro-12H-6,9-methanopyrido[1',2':1,2]azepino[4,5-b]indole-12-thione